tert-butyl 3-(7-bromo-2-methylquinolin-3-yl)-2,6-dioxopiperidine-1-carboxylate BrC1=CC=C2C=C(C(=NC2=C1)C)C1C(N(C(CC1)=O)C(=O)OC(C)(C)C)=O